Benzyl 4-[2-[(1S)-4-tert-butoxy-1-carbamoyl-4-oxo-butyl]-3-oxo-isoindolin-5-yl]-3,6-dihydro-2H-pyridine-1-carboxylate C(C)(C)(C)OC(CC[C@@H](C(N)=O)N1CC2=CC=C(C=C2C1=O)C=1CCN(CC1)C(=O)OCC1=CC=CC=C1)=O